6-chloro-5-((1S,2R)-2-methylcyclopropyl)-1-((2-(trimethylsilyl)ethoxy)methyl)-1H-indazol-4-yl trifluoromethanesulfonate FC(S(=O)(=O)OC1=C2C=NN(C2=CC(=C1[C@@H]1[C@@H](C1)C)Cl)COCC[Si](C)(C)C)(F)F